FC(C(=O)O)(F)F.ClC=1C=C(C=C(C1)OC(F)F)[C@H](CC(=O)OC)NC(CNC(=O)C1=CC(=C2C=NNC2=C1)NC=1NCC(CN1)F)=O methyl (3S)-3-(3-chloro-5-(difluoromethoxy)phenyl)-3-(2-(4-((5-fluoro-1,4,5,6-tetrahydropyrimidin-2-yl)amino)-1H-indazole-6-carboxamido)acetamido)propanoate trifluoroacetate